N-(Piperidin-4-ylmethyl)acetamid N1CCC(CC1)CNC(C)=O